C(CCCCC)(=O)NCC(=O)N1C(CCC1)C(=O)N (hexanoylglycyl)pyrrolidine-2-carboxamide